cis-N1,N1-dimethyl-N4-(6-(4,4,5,5-tetramethyl-1,3,2-dioxaborolan-2-yl)quinazolin-2-yl)cyclohexane-1,4-diamine CN([C@@H]1CC[C@@H](CC1)NC1=NC2=CC=C(C=C2C=N1)B1OC(C(O1)(C)C)(C)C)C